(R)-tert-butyl 2-(4-bromo-5-(3-((3S,4R)-4-(3,4-difluorophenyl)-1-(2-methoxyethyl)pyrrolidin-3-yl)ureido)-1-phenyl-1H-pyrazol-3-yl)pyrrolidine-1-carboxylate BrC=1C(=NN(C1NC(=O)N[C@@H]1CN(C[C@H]1C1=CC(=C(C=C1)F)F)CCOC)C1=CC=CC=C1)[C@@H]1N(CCC1)C(=O)OC(C)(C)C